C(C)(C)(C)OC(=O)N1CCN(CC1)C12CCC(CC1)(CC2)N2N=C1C=C(C(=CC1=C2)[N+](=O)[O-])C(=O)OC methyl 2-(4-(4-(tert-butoxycarbonyl) piperazin-1-yl) bicyclo[2.2.2]oct-1-yl)-5-nitro-2H-indazole-6-carboxylate